N-((1H-1,2,4-triazol-3-yl)methyl)-8-(4-(trifluoromethyl)cyclohex-1-en-1-yl)quinoline-3-carboxamide N1N=C(N=C1)CNC(=O)C=1C=NC2=C(C=CC=C2C1)C1=CCC(CC1)C(F)(F)F